C1(=CC(=CC(=C1)S(=O)(=O)O)S(=O)(=O)O)S(=O)(=O)O 1,3,5-benzenetrisulfonic acid